NC1=NC=CC=C1C1=NC=2C(=NC(=CC2)C2=CC=CC=C2)N1C1=CC=C(C=C1)C(N1CCC(CC1)NC(OC(C)(C)C)=O)([2H])[2H] tert-butyl (1-((4-(2-(2-aminopyridin-3-yl)-5-phenyl-3H-imidazo[4,5-b]pyridin-3-yl)phenyl)methyl-d2)piperidin-4-yl)carbamate